4-(4-((4-(methylsulfonyl)benzyl)oxy)phenyl)-1H-imidazole CS(=O)(=O)C1=CC=C(COC2=CC=C(C=C2)C=2N=CNC2)C=C1